2-(2-pyrimidinyl)-5-methylbenzoic acid N1=C(N=CC=C1)C1=C(C(=O)O)C=C(C=C1)C